NC1=NC=CC=C1C1=NC=2C(=NC(=CC2)C=2C(=NC=CC2)OC)N1C1=CC=C(CN2CCC(CC2)NC2=NC(=NC=C2)C#N)C=C1 4-((1-(4-(2-(2-aminopyridin-3-yl)-5-(2-methoxypyridin-3-yl)-3H-imidazo[4,5-b]pyridin-3-yl)benzyl)piperidin-4-yl)amino)pyrimidine-2-carbonitrile